(3R)-3-amino-1-(2-((6-amino-9H-purin-9-yl)methyl)-4-fluoro-3-(trifluoromethyl)phenyl)-N-(6-oxaspiro[2.5]oct-1-yl)pyrrolidine-3-carboxamide N[C@]1(CN(CC1)C1=C(C(=C(C=C1)F)C(F)(F)F)CN1C2=NC=NC(=C2N=C1)N)C(=O)NC1CC12CCOCC2